C(C)O\C(=C/OC1=CC=C(C=C1)CO)\C(F)(F)F 4-[[(1Z)-2-ethoxy-3,3,3-trifluoro-1-propen-1-yl]oxy]benzene-methanol